N-(5-Chloro-4-fluoro-2,3-dihydro-1H-inden-2-yl)-5-((S)-2,2,2-trifluoro-1-(methylamino)ethyl)pyridin-2-amine ClC=1C(=C2CC(CC2=CC1)NC1=NC=C(C=C1)[C@@H](C(F)(F)F)NC)F